C12(CCC(CC1)C2(C)C)C (1S)-(-)-camphane